C(C1=CC=CC=C1)OC=1C(C(=CN2[C@@H](CC=3C=C(C(=NC3C21)C2CC2)OCCCOC)C(C)(C)C)C(=O)OCC)=O ethyl (S)-11-(benzyloxy)-6-(tert-butyl)-2-cyclopropyl-3-(3-methoxypropoxy)-10-oxo-5,10-dihydro-6H-pyrido[1,2-h][1,7]naphthyridine-9-carboxylate